C(CCC)OCOC(=O)C1C2C=CC(C1)C2 5-(n-butoxymethyloxycarbonyl)-bicyclo[2.2.1]Hept-2-ene